C1(=CC=CC=C1)P1CCCC1 1-phenyl-phospholidine